3,5-dichloro-4-fluoro-phenyl 2,4,6-tri-O-acetyl-3-azido-3-deoxy-1-thio-D-galactopyranoside C(C)(=O)O[C@H]1C(SC2=CC(=C(C(=C2)Cl)F)Cl)O[C@@H]([C@@H]([C@@H]1N=[N+]=[N-])OC(C)=O)COC(C)=O